CC1(O[C@@H]2[C@H](O1)[C@H](O[C@H]2N2C=CC1=C2N=C(N=C1N)C)CSCC=1C(=NOC1C1=CC=CC=C1)C)C 7-((3aR,4R,6S,6aS)-2,2-Dimethyl-6-((((3-methyl-5-phenylisoxazol-4-yl)methyl)thio)methyl)tetrahydrofuro[3,4-d][1,3]dioxol-4-yl)-2-methyl-7H-pyrrolo[2,3-d]pyrimidin-4-amine